1-Heptyl-2-butylpyrrolium methansulfonat CS(=O)(=O)[O-].C(CCCCCC)[NH+]1C(=CC=C1)CCCC